4-(5-Fluoro-2-((1-(1-methylpiperidin-4-yl)-1H-pyrazol-4-yl)amino)pyrimidin-4-yl)benzoic Acid FC=1C(=NC(=NC1)NC=1C=NN(C1)C1CCN(CC1)C)C1=CC=C(C(=O)O)C=C1